(S)-8-methyl-N-(pyrrolidin-3-yl)quinolin-5-amine hydrochloride Cl.CC1=CC=C(C=2C=CC=NC12)N[C@@H]1CNCC1